ClC1=CC(=C(OCC2=NC(=NO2)C2=CC=NC=C2)C=C1)C 5-((4-chloro-2-methylphenoxy)methyl)-3-(pyridin-4-yl)-1,2,4-oxadiazole